C12=CC=CC3=CC=CC(=C13)C(NC2=O)=O NAPHTHALENE-1,8-dicarboximide